C(C)(C)(C)OC(N[C@@H](C[C@H]1C(NCC1)=O)C(COCC1=CC=CC=C1)=O)=O.COC(=O)CCP(CCC(=O)OC)CCC(=O)OC tri(2-methoxycarbonylethyl)phosphine tert-butyl-N-[(2S)-4-(benzyloxy)-3-oxo-1-[(3S)-2-oxopyrrolidin-3-yl]butan-2-yl]carbamate